COC(CCCOCC(COCCCCCCCC\C=C/C\C=C/CCCCC)N(C)C)=O.ClC=1C=NN(C1)C1=C(C=C(C=C1)NC(CC1=CC(=C(C=C1)F)F)=O)S(N)(=O)=O N-[4-(4-chloro-1H-pyrazol-1-yl)-3-sulfamoylphenyl]-2-(3,4-difluorophenyl)acetamide methyl-4-(2-(dimethylamino)-3-((9Z,12Z)-octadeca-9,12-dien-1-yloxy)propoxy)butanoate